(2S,4R)-N-((S)-1-amino-1-oxo-3-((S)-2-oxopyrrolidin-3-yl)propan-2-yl)-1-((S)-2-amino-3-cyclobutylpropionyl)-4-(trifluoromethyl)pyrrolidine-2-carboxamide NC([C@H](C[C@H]1C(NCC1)=O)NC(=O)[C@H]1N(C[C@@H](C1)C(F)(F)F)C([C@H](CC1CCC1)N)=O)=O